(R)-4-(6-(3-(difluoromethoxy)-5-fluorophenyl)-4-((3-(trifluoromethyl)phenyl)sulfonyl)-3,4-dihydro-2H-benzo[b][1,4]Oxazin-2-yl)bicyclo[2.2.2]Octane-1-carboxylic acid FC(OC=1C=C(C=C(C1)F)C1=CC2=C(O[C@@H](CN2S(=O)(=O)C2=CC(=CC=C2)C(F)(F)F)C23CCC(CC2)(CC3)C(=O)O)C=C1)F